di-methyl-4,5-dimethylimidazolium-carboxylate C[N+]1(C(=NC(=C1C)C)C(=O)[O-])C